C(C)N1CCC(CC1)C1OC2(CC2)C(N(C1)CC1=CC=C(C=C1)OC)=O 5-(1-ethylpiperidin-4-yl)-7-(4-methoxybenzyl)-4-oxa-7-azaspiro[2.5]octan-8-one